O(C#N)C1=C(C=CC=C1)C(C)(C)C 1-Cyanato-2-tert-butylbenzene